C(C)(C)OC=1C2=C(N=C(N1)NC1CCC(CC1)(O)C)NC=C2C2=CC=1N(C=C2)N=CC1 cis-4-((4-Isopropoxy-5-(pyrazolo[1,5-a]pyridin-5-yl)-7H-pyrrolo[2,3-d]pyrimidin-2-yl)amino)-1-methylcyclohexan-1-ol